2-(2-cyclopropylpyridin-3-yl)-4-fluorophenol C1(CC1)C1=NC=CC=C1C1=C(C=CC(=C1)F)O